NC=1C2=C(N=CN1)N(C=C2C2=CN=C(S2)C)[C@@H]2O[C@@H]([C@H]([C@H]2O)O)CSCC=2C(=NOC2C2=CC=CC=C2)C (2R,3R,4S,5S)-2-(4-Amino-5-(2-methylthiazol-5-yl)-7H-pyrrolo[2,3-d]pyrimidin-7-yl)-5-((((3-methyl-5-phenylisoxazol-4-yl)methyl)thio)methyl)tetrahydrofuran-3,4-diol